CN(C=1C=C(C=CC1)O)C 3-dimethylaminophenol